(S)-quinuclidin-3-yl (5-(3-fluoro-5-methylphenyl)-2,2-dimethyl-2,3-dihydro-1H-inden-1-yl)carbamate FC=1C=C(C=C(C1)C)C=1C=C2CC(C(C2=CC1)NC(O[C@@H]1CN2CCC1CC2)=O)(C)C